3-(2,6-difluoro-3,5-dimethoxyphenyl)-7-(1,3-dimethyl-1H-pyrazol-4-yl)-1-(oxazol-5-ylmethyl)-3,4-dihydropyrido[4,3-d]pyrimidin-2(1H)-one FC1=C(C(=C(C=C1OC)OC)F)N1C(N(C2=C(C1)C=NC(=C2)C=2C(=NN(C2)C)C)CC2=CN=CO2)=O